(2R)-pentane-1,2-diol C([C@@H](CCC)O)O